(S)-4-(4-(2-(aminooxy)-3-(diphenylmethoxy)-3-oxopropoxy)benzamidyl)piperidine-1-carboxylic acid tert-butyl ester C(C)(C)(C)OC(=O)N1CCC(CC1)NC(C1=CC=C(C=C1)OC[C@@H](C(=O)OC(C1=CC=CC=C1)C1=CC=CC=C1)ON)=O